C1(=CC=CC=C1)NC1=CC(=CC=C1)C1=NC=CC=C1 N-Phenyl-3-(2-pyridinyl)-phenylamin